(S)-1-(3-(difluoromethyl)-5-(2-hydroxy-4-(trifluoromethyl)phenyl)pyrido[2,3-d]pyridazin-8-yl)-3-methylpyrrolidin-3-ol FC(C1=CC=2C(=C(N=NC2C2=C(C=C(C=C2)C(F)(F)F)O)N2C[C@](CC2)(O)C)N=C1)F